C(C)(C)C=1[N+](=CC2=CC=CC=C2C1)[O-] 3-isopropyl-2-oxido-isoquinolin-2-ium